BrC1=CC=C(C=C1)C(C)(F)F 1-bromo-4-(1,1-difluoroethyl)benzene